FC(C1=C(N=NN1C)NC(C1=CC(=C(C=C1)C)C#CC=1C=NC=CC1)=O)F N-[5-(difluoromethyl)-1-methyl-1H-1,2,3-triazol-4-yl]-4-methyl-3-[2-(pyridin-3-yl)ethynyl]benzamide